C[Si](C=1N=NN(N1)C1=C(C=CC(=C1)[N+](=O)[O-])C)(C)C trimethyl-[2-(2-methyl-5-nitro-phenyl)tetrazol-5-yl]silane